COC(/C=C/C1=C(C(=O)OC)C=CC=C1)=O methyl (E)-2-(3-methoxy-3-oxoprop-1-en-1-yl)benzoate